FC(CN(C=1C=C(C=C(C1)F)C#CC(C#N)(C)C)C1=NC=2N(C3=CC=C(C=C13)F)C=NN2)F 4-(3-((2,2-difluoroethyl)(7-fluoro-[1,2,4]triazolo[4,3-a]quinazolin-5-yl)amino)-5-fluorophenyl)-2,2-dimethylbut-3-ynenitrile